Methyl (3R)-4-(phenylthio)-3-((4-sulfamoyl-2-((trifluoromethyl)sulfonyl)phenyl)amino)pentanoate C1(=CC=CC=C1)SC([C@@H](CC(=O)OC)NC1=C(C=C(C=C1)S(N)(=O)=O)S(=O)(=O)C(F)(F)F)C